C(C)N1C(N(N=C1CO)C=1C=C2C(=NC(=NC2=CC1F)C=1C(=NNC1C(F)(F)F)C)C(C)C)=O 4-Ethyl-2-(7-fluoro-4-isopropyl-2-(3-methyl-5-(trifluoromethyl)-1H-pyrazol-4-yl)Quinazolin-6-yl)-5-(hydroxymethyl)-2,4-dihydro-3H-1,2,4-triazol-3-one